C(C1=CC=CC=C1)C1=CC(=C(S1)NC(=O)C=1OC2=C(C1)C=CC=C2)C#N N-(5-benzyl-3-cyanothiophen-2-yl)benzofuran-2-carboxamide